2,3-Dimethyloctan CC(C)C(CCCCC)C